NC1=C(C(=NN1C1CC(C2=CC=CC=C12)=O)C1=CC=C(C=C1)CNC(C1=C(C=CC=C1)OC)=O)C#N N-[[4-[5-amino-4-cyano-1-(3-oxoindan-1-yl)pyrazol-3-yl]phenyl]methyl]-2-methoxy-benzamide